CC=1C(=C(C=2OC3(C(NC2N1)=C=O)CC3)C#N)C3=CC=NN3C 6'-methyl-7'-(1-methyl-1H-pyrazol-5-yl)-3'-carbonyl-3',4'-dihydrospiro[cyclopropane-1,2'-pyrido[3,2-b][1,4]oxazine]-8'-carbonitrile